1-((2R,4S,5R)-4-fluoro-5-(hydroxymethyl)-5-methyltetrahydrofuran-2-yl)-5-methylpyrimidine-2,4(1H,3H)-dione F[C@H]1C[C@@H](O[C@]1(C)CO)N1C(NC(C(=C1)C)=O)=O